tert-butyl trans-(3S,4S)-3-fluoro-4-(methanesulfonyloxy)piperidine-1-carboxylate F[C@H]1CN(CC[C@@H]1OS(=O)(=O)C)C(=O)OC(C)(C)C